COC1=CC=2CC3=CC=CC=C3N(C2C=C1)CCC 2-methoxy-10-propylacridin